2-(dodecylthio-carbonothioylthio)-2-methylpropionic acid C(CCCCCCCCCCC)SC(=S)SC(C(=O)O)(C)C